C(C1=CC=CC=C1)N1C(C2(C3=CC(=CC=C13)C)C(=CC1(C(OC3=C(C12)C=C(C=C3)Cl)C3=CC(=CC=C3)OC)[N+](=O)[O-])C#N)=O benzyl-8-chloro-4-(3-methoxyphenyl)-5'-methyl-3a-nitro-2'-oxo-3a,9b-dihydro-4H-spiro[cyclopenta[c]benzopyran-1,3'-indoline]-2-carbonitrile